Z-maleic anhydride C1(\C=C/C(=O)O1)=O